1,2-bis(t-butylthio)ethane C(C)(C)(C)SCCSC(C)(C)C